lycopenealdehyde Menthyl-L-lactate C1(CC(C(CC1)C(C)C)[C@](C(=O)O)(O)C)C.C(\C(\C)=C\CC\C(\C)=C\C=C\C(\C)=C\C=C\C(\C)=C\C=C\C=C(/C)\C=C\C=C(/C)\C=C\C=C(/C)\CCC=C(C)C)=O